(4-(cyclohexyloxy)-2-methoxyphenyl)-2-(3,4-dimethoxyphenyl)propan-1-one C1(CCCCC1)OC1=CC(=C(C=C1)C(C(C)C1=CC(=C(C=C1)OC)OC)=O)OC